6-(4-Chlorophenyl)-indeno[1,2-c]chinolin-11-one ClC1=CC=C(C=C1)C1=NC2=CC=CC=C2C2=C1C=1C=CC=CC1C2=O